N-cyclopropylsulfonyl-2-[1-[(2,3-difluorophenyl)methyl]-5-oxopyrrolidin-2-yl]acetamid C1(CC1)S(=O)(=O)NC(CC1N(C(CC1)=O)CC1=C(C(=CC=C1)F)F)=O